CC(CCCOC(CC)=O)C 4-Methylpentylpropanoat